IC1=CC=C(OC2=CSC3=C4C=NN(C4=CC=C32)C3OCCCC3)C=C1 3-(4-iodophenoxy)-6-(tetrahydro-2H-pyran-2-yl)-6H-thieno[2,3-e]indazole